N-[1-(2,3-Dioleyloxy)propyl]-N,N,N-trimethylammonium chloride CCCCCCCCC=CCCCCCCCC(=O)OCC(C[N+](C)(C)C)OC(=O)CCCCCCCC=CCCCCCCCC